OC(CCCCCCCCCCCCC(=O)O)CCC(CC=CC)O 14,17-Dihydroxy-heneicos-19-enoic acid